ethane-1-sulfonamide C(C)S(=O)(=O)N